7-chloro-6-(3-fluoro-2-pyridyl)-1-pyrimidin-4-yl-8-(trifluoromethyl)-4H-[1,2,4]triazolo[4,3-a][1,4]benzodiazepine ClC1=C(C=CC2=C1C(=NCC=1N2C(=NN1)C1=NC=NC=C1)C1=NC=CC=C1F)C(F)(F)F